C(SCCCCCCCCCCCCCC)OB(O)O 2-thia-hexadecyl-boric acid